2-((1H-benzo[d][1,2,3]triazol-5-yl)methyl)-3-((4-chloro-1-methyl-1H-pyrazol-5-yl)methyl)-5-morpholinoisoindolin-1-one N1N=NC2=C1C=CC(=C2)CN2C(C1=CC=C(C=C1C2CC2=C(C=NN2C)Cl)N2CCOCC2)=O